C(C(C)C)(=O)OC1=CC=C2C(C=C(OC2=C1)C1=CC=CC=C1)=O 7-isobutyryloxy-2-phenyl-chromone